C(C)(C)C1CCC(CC1)OC1=CC=CC(=N1)S(=O)(=O)NC(=O)C=1C(=NC=CC1)N1C(CC(C1)C)(C)C N-[[6-(4-Isopropylcyclohexoxy)-2-pyridyl]sulfonyl]-2-(2,2,4-trimethylpyrrolidin-1-yl)pyridin-3-carboxamid